FC(CCC(=C)COS(=O)(=O)C)(F)C=1NN=C2C1CN([C@@H](C2)C)C(=O)OC(C)(C)C tert-Butyl (6R)-3-(1,1-difluoro-4-{[(methanesulfonyl)oxy]methyl}pent-4-en-1-yl)-6-methyl-2,4,6,7-tetrahydro-5H-pyrazolo[4,3-c]pyridine-5-carboxylate